N-(MORPHOLIN-2-YLMETHYL)METHANESULFONAMIDE N1CC(OCC1)CNS(=O)(=O)C